ClC1=NC=CC2=C1C(=CN2)C2=CC(=NC(=C2)OC2CCC(CC2)C(F)(F)F)C rel-4-{4-chloro-1H-pyrrolo[3,2-c]pyridin-3-yl}-2-methyl-6-{[(1r,4r)-4-(trifluoro-methyl)cyclohexyl]oxy}pyridine